N-(4-chloro-5-cyclopropyl-2-pyridyl)carbamate ClC1=CC(=NC=C1C1CC1)NC([O-])=O